COCOC1=C(C=CC=C1)C=1C=C2CC(C(C2=CC1)NC(O[C@@H]1CN2CCC1CC2)=O)(C)C (S)-quinuclidin-3-yl (5-(2-(methoxymethoxy)phenyl)-2,2-dimethyl-2,3-dihydro-1H-inden-1-yl)carbamate